((6-methoxy-1,2,3,4-tetrahydroisoquinolin-7-yl)amino)-5-phenylamino-1,2,4-triazine-6-carboxamide COC=1C=C2CCNCC2=CC1NC=1N=NC(=C(N1)NC1=CC=CC=C1)C(=O)N